BrC(OC=1C=C(C(=NC1)C(=O)OC)F)(F)F methyl 5-(bromodifluoromethoxy)-3-fluoropicolinate